ClC1=NC=C(C(=C1)C(=O)NCCC1=C(C=CC=C1)Cl)OC1=CC(=CC=C1)C1CC1 2-chloro-N-[2-(2-chlorophenyl)ethyl]-5-(3-cyclopropyl-phenoxy)pyridine-4-carboxamide